((1s,4s)-4-(((2-aminophenyl)amino)methyl)cyclohexyl)carbamic acid tert-butyl ester C(C)(C)(C)OC(NC1CCC(CC1)CNC1=C(C=CC=C1)N)=O